C(C)(C)(C)OC(=O)NCCS(=O)(=O)CC(=O)O ((2-((tert-butoxycarbonyl)amino)ethyl)sulfonyl)acetic acid